C(C(O)CC(=O)OC(CCCCC)CCCCC)(=O)OC(CCCCC)CCCCC bis(undec-6-yl) malate